5-chloro-N-(2,4-difluoro-3-(2-((1-(2-methoxyethyl)piperidin-4-yl)amino)quinazolin-6-yl)phenyl)-2,3-dihydrobenzofuran-7-sulfonamide ClC=1C=C(C2=C(CCO2)C1)S(=O)(=O)NC1=C(C(=C(C=C1)F)C=1C=C2C=NC(=NC2=CC1)NC1CCN(CC1)CCOC)F